N-((5-(tert-butyl)-2-methoxyphenyl)sulfonyl)-5-(pyrazin-2-yl)quinoline-2-carboxamide C(C)(C)(C)C=1C=CC(=C(C1)S(=O)(=O)NC(=O)C1=NC2=CC=CC(=C2C=C1)C1=NC=CN=C1)OC